C(C(C)C)[C@@H]1N=C(OC1)C1=NC(=CC=C1)C=1OC[C@@H](N1)CC(C)C 2,6-bis((S)-4-isobutyl-4,5-dihydro-oxazol-2-yl)pyridine